2-((S)-2-((R)-3-methyl-1-((S)-3-phenyl-2-(pyrazine-2-carboxamido)propanamido)butyl)-4-(methylcarbamoyl)-6-oxo-1,3,2-dioxaborinan-4-yl)acetic acid CC(C[C@H](NC([C@H](CC1=CC=CC=C1)NC(=O)C1=NC=CN=C1)=O)B1OC(C[C@](O1)(C(NC)=O)CC(=O)O)=O)C